The molecule is an organic heterotetracyclic compound that is 2,3,10,12-tetrahydro-4H,11H-pyrano[2,3-a]xanthene-4,11-dione substituted by methyl groups at positions 6, 8, 10, and 10, and by hydroxy, isopropyl, methoxy, phenyl, and groups at positions 5, 12, 9, and 2, respectively (the S,S-enantiomer). It is isolated from the leaves of Baeckea frutescens and exhibits cytotoxicity against leukemia cells. It has a role as a metabolite and an antineoplastic agent. It is an organic heterotetracyclic compound, an extended flavonoid, a member of phenols and an ether. CC1=C(C2=C(C3=C1OC4=C([C@H]3C(C)C)C(=O)C(C(=C4C)OC)(C)C)O[C@@H](CC2=O)C5=CC=CC=C5)O